ClC1=CC(=C(C=C1)C1=NC(=CC=2N=C(N(C(C21)=O)C)C)N2C[C@@H](OCC2)C2=CC(=NC=C2)C)F 5-(4-chloro-2-fluorophenyl)-2,3-dimethyl-7-((2S)-2-(2-methyl-4-pyridinyl)-4-morpholinyl)pyrido[4,3-d]pyrimidin-4(3H)-one